2-[(3R,5R)-3,5-dimethylpiperazin-1-yl]-6-fluoro-1,3-benzothiazole C[C@@H]1CN(C[C@H](N1)C)C=1SC2=C(N1)C=CC(=C2)F